C(C)OS(=O)=O.CN1CCN(CC1)CC(=O)N(C)C1=CC=C(N\C(\C2=CC=CC=C2)=C\2/C(NC3=CC(=CC=C23)C(=O)OC)=O)C=C1 3-Z-[1-(4-(N-((4-methyl-piperazin-1-yl)-methylcarbonyl)-N-methyl-amino)-anilino)-1-phenyl-methylene]-6-methoxycarbonyl-2-indolinone-monoethyl-sulfonate salt